C(C[Si](C=C)(C)C)[Si](C=C)(C)C 1,2-ethanediylbis(dimethyl-(vinyl)silane)